C(C)OC(CCCCCCCO[SiH2]CCCSSSSCCC[SiH2]OCCCCCCCC(OCC)OCC)OCC bis[3-(diethoxyoctyloxysilyl)propyl]tetrasulfide